C12CN(CCC2NC1)C=1N=C2C(=NC1)N=C(C=C2)SC2=C(C(=NC=C2)N)Cl 4-((2-(3,7-diazabicyclo[4.2.0]octan-3-yl)pyrido[2,3-b]pyrazin-6-yl)thio)-3-chloropyridin-2-amine